3-methoxy-spiro[5,7-dihydrocyclopenta[b]pyridine-6,4'-piperidine] COC=1C=C2C(=NC1)CC1(CCNCC1)C2